2-benzyloxy-5-vinylpyridine C(C1=CC=CC=C1)OC1=NC=C(C=C1)C=C